C(C)OC(=O)C1=C(C2=C(CCC3=CN(N=C23)CC2CCOCC2)O1)C(F)(F)F 2-[(Oxacyclohexan-4-yl)methyl]-8-(trifluoromethyl)-4,5-dihydro-2H-furo[2,3-g]indazole-7-carboxylic acid ethyl ester